C(C)(=O)N[C@H](C(=O)N[C@H](C(=O)N[C@H](C(=O)N[C@@H](C(=O)N)C)CC1=CC=CC=C1)C(C)C)[C@H](CC)C (2S,3S)-2-acetamido-N-((S)-1-(((S)-1-(((R)-1-amino-1-oxopropan-2-yl)amino)-1-oxo-3-phenylpropan-2-yl)amino)-3-methyl-1-oxobutan-2-yl)-3-methylpentanamide